NC1=C2N=CN(C2=NC=N1)C[C@@H](C)OCP(=O)(NC(C(=O)OCCCCCC)(C)C)NC(C(=O)OCC12CC(C1)C2)(C)C Bicyclo[1.1.1]pentan-1-ylmethyl 2-((((((R)-1-(6-amino-9H-purin-9-yl)propan-2-yl)oxy)methyl)((1-(hexyloxy)-2-methyl-1-oxopropan-2-yl)amino)phosphoryl)amino)-2-methylpropanoate